(3S,4S)-1-(4-(((R)-2-heptanamido-3-(hexylamino)-3-oxopropyl)carbamoyl)benzoyl)-N3,N4-bis((1S,2R)-2-phenylcyclopropyl)pyrrolidine-3,4-dicarboxamide C(CCCCCC)(=O)N[C@H](CNC(=O)C1=CC=C(C(=O)N2C[C@H]([C@@H](C2)C(=O)N[C@@H]2[C@H](C2)C2=CC=CC=C2)C(=O)N[C@@H]2[C@H](C2)C2=CC=CC=C2)C=C1)C(=O)NCCCCCC